P(=O)(OC(CC)(CC)CC)([O-])[O-] diethyln-propyl phosphate